C(=O)O.ClC1=C(C(=O)N2CCN(CC2)C(=O)N[C@H]2CNCC2)C=CC(=C1)NC=1C=2N(C=CN1)C(=CN2)C=2C(=NNC2)C(F)(F)F 4-[2-chloro-4-[[3-[3-(trifluoromethyl)-1H-pyrazol-4-yl]imidazo[1,2-a]pyrazin-8-yl]amino]benzoyl]-N-[(3R)-pyrrolidin-3-yl]piperazine-1-carboxamide formate